C(C)OC(=O)C=1SC=CC1C1=C(C2=CC=CC=C2C=C1)C(=O)O (2-ethoxyformyl-3-thienyl)-1-naphthoic acid